NC=1N=NC(=CC1N1CC(CCC1)C1=CC(=C(C(=O)O)C=C1)Cl)C1=C(C=CC=C1)O 4-(1-(3-Amino-6-(2-hydroxyphenyl)pyridazin-4-yl)piperidin-3-yl)-2-chlorobenzoic acid